tert-butyl (5-aminopyrimidin-2-yl)(tert-butoxycarbonyl)carbamate NC=1C=NC(=NC1)N(C(OC(C)(C)C)=O)C(=O)OC(C)(C)C